(S)-(3-aminopyrrolidin-1-yl)(3-methyl-5-(4-(1-propylpiperidin-4-yl)phenyl)thiophen-2-yl)methanone N[C@@H]1CN(CC1)C(=O)C=1SC(=CC1C)C1=CC=C(C=C1)C1CCN(CC1)CCC